C(C)(C)C1=NOC(=N1)N1CC(CC1)[C@@H](C)OC=1SC2=NC(=CC=C2N1)C=1C=NC(=CC1)S(=O)(=O)C 2-((R)-1-(1-(3-isopropyl-1,2,4-oxadiazol-5-yl)pyrrolidin-3-yl)ethoxy)-5-(6-(methylsulfonyl)pyridin-3-yl)thiazolo[5,4-b]pyridin